C(C)OC(=O)C1=NN2C(N=C(C=C2C=2C=NNC2)N2CC3=CC=CC=C3C2)=C1C(C)C 5-(isoindolin-2-yl)-3-isopropyl-7-(1H-pyrazol-4-yl)pyrazolo[1,5-a]pyrimidine-2-carboxylic acid ethyl ester